C(CCCCCC)C1=CC=C(C=N1)NC=1C=NC(=NC1)CCCCCC N-(6-heptyl-3-pyridinyl)-2-hexyl-5-Pyrimidinamine